C(=O)C1=CC=C(C(=O)N(C)C)C=C1 4-formyl-N,N-dimethyl-benzamide